CC=1SC(=CN1)C#N 2-methylthiazole-5-carbonitrile